C(C)C(CN)NCC 1,N1-diethyl-ethane-1,2-diamine